SC(C)O 1-Mercaptoethanol